C(C)(C)(C)OC(=O)N1C(CNCC1)C1=NC(=NC(=C1C#N)C=1SC=CC1)SCC1=CC(=CC=C1)CC(=O)O [2-(3-carboxymethyl-benzylsulfanyl)-5-cyano-6-thiophen-2-yl-pyrimidin-4-yl]-piperazine-1-carboxylic acid tert-butyl ester